(R)- or (S)-N-((4-(4-(trifluoromethyl)phenyl)-4,5,6,7-tetrahydropyrazolo[1,5-a]pyrimidin-6-yl)methyl)methacrylamide FC(C1=CC=C(C=C1)N1C=2N(C[C@@H](C1)CNC(C(=C)C)=O)N=CC2)(F)F |o1:12|